3-chloro-4-((3,5-difluoropyridin-2-yl)methoxy)-2'-(2-(2-hydroxypropan-2-yl)thiazol-4-yl)-6-methyl-5'-(methyl-d3)-2H-[1,4'-bipyridin]-2-one ClC=1C(N(C(=CC1OCC1=NC=C(C=C1F)F)C)C1=CC(=NC=C1C([2H])([2H])[2H])C=1N=C(SC1)C(C)(C)O)=O